Pentafluoro(2-fluoro-5-nitrophenyl)-λ6-sulfane FS(C1=C(C=CC(=C1)[N+](=O)[O-])F)(F)(F)(F)F